2-{[(benzyloxy)carbonyl]amino}-2-methylpropanoic acid C(C1=CC=CC=C1)OC(=O)NC(C(=O)O)(C)C